C(#N)C1CCN(CC1)C(=O)NC=1SC(=C(N1)C1=CC(=CC=C1)C#N)C1=CC(=NC(=C1)C)C 4-Cyano-N-[4-(3-cyanophenyl)-5-(2,6-dimethyl-4-pyridyl)thiazol-2-yl]piperidine-1-carboxamide